[NH4+].N[C@@H](CC)C(=O)O L-homoalanine ammonium